S(=O)(=O)(O)OC[C@@H]1[C@@H]([C@@H]([C@H](C(O)O1)NC(C)=O)O)O N-acetyl-D-Galactosamine 6-sulfate